(R)-2-(5-((E)-(1-((1R,4R)-4-(cyanomethyl)cyclohexyl)-1,6-dihydroimidazo[4,5-d]pyrrolo[2,3-b]pyridin-2-yl)diazenyl)-2-hydroxybenzamido)-5-((diaminomethylene)amino)valeric acid C(#N)CC1CCC(CC1)N1C(=NC=2C1=C1C(=NC2)NC=C1)/N=N/C=1C=CC(=C(C(=O)N[C@@H](C(=O)O)CCCN=C(N)N)C1)O